C(CCC)C1=C(C(=C(C(=N1)CCC1=CC=C(C=C1)OC)C(=O)OC)C(=O)OC)O Dimethyl 6-butyl-5-hydroxy-2-(4-methoxyphenethyl)pyridine-3,4-dicarboxylate